N[C@H]1[C@@H]2N(C[C@H]1CC2)C(=O)C2=CC1=C(N(C(=N1)C1=CC=3C=CC=C4C(CC(N1C34)CC)=O)C)C(=C2)F 2-(5-((1R,4R,7R)-7-amino-2-azabicyclo[2.2.1]heptane-2-carbonyl)-7-fluoro-1-methyl-1H-benzo[d]imidazol-2-yl)-4-ethyl-4,5-dihydro-6H-pyrrolo[3,2,1-ij]quinolin-6-one